FC(C1=CC=C(C=C1)COC=1C=C2C(=CNC2=CC1)NC(C=C)=O)(F)F N-(5-[[4-(trifluoromethyl)phenyl]methoxy]-1H-indol-3-yl)propenamide